(1R,4R)-tert-butyl 5-((3-(5-fluoropyridin-3-yl)-4-methylphenyl)carbamoyl)-2,5-diazabicyclo[2.2.1]heptane-2-carboxylate FC=1C=C(C=NC1)C=1C=C(C=CC1C)NC(=O)N1[C@H]2CN([C@@H](C1)C2)C(=O)OC(C)(C)C